(R)-(5-fluoropyridin-2-yl)(8-methyl-3-(3-methyl-1,2,4-thiadiazol-5-yl)-5,6-dihydroimidazo[1,5-a]pyrazin-7(8H)-yl)methanone FC=1C=CC(=NC1)C(=O)N1[C@@H](C=2N(CC1)C(=NC2)C2=NC(=NS2)C)C